N-(4-fluoro-5-(((2S,4R)-4-((5-methoxypyrazin-2-yl)oxy)-2-methylpyrrolidin-1-yl)methyl)thiazol-2-yl)acetamide FC=1N=C(SC1CN1[C@H](C[C@H](C1)OC1=NC=C(N=C1)OC)C)NC(C)=O